C1(=CC=C(C=C1)NC=1C=C2CN(C(C2=CC1)=O)C)C1=CC=CC=C1 5-([1,1'-Biphenyl]-4-ylamino)-2-methylisoindolin-1-one